C(C)(=O)N1CCC12CN(CC2)C=2C=1N(N=C(C2)C=2C(NC(NC2)=O)=O)C=CN1 5-(8-(1-acetyl-1,6-diazaspiro[3.4]octan-6-yl)imidazo[1,2-b]pyridazin-6-yl)pyrimidine-2,4(1H,3H)-dione